6-(2-Cyclopropoxy-3-fluoropyridin-4-yl)-5-methyl-2-(pyrimidin-2-yl)-2,6-dihydro-1H-pyrrolo[3,4-d]pyridazin-1-one C1(CC1)OC1=NC=CC(=C1F)N1C=C2C(N(N=CC2=C1C)C1=NC=CC=N1)=O